OC(CNC(=O)C=1C(N(N=C(C1)C1=CC=C(C=C1)OCC(F)(F)F)C=1C=NN(C1)C)=O)(C)C N-(2-hydroxy-2-methylpropyl)-2-(1-methyl-1H-pyrazol-4-yl)-3-oxo-6-[4-(trifluoroethoxy)phenyl]-2,3-dihydropyridazine-4-carboxamide